2-(3-{5-[(R)-(4-Bromo-phenyl)-hydroxy-(3-methyl-azetidin-3-yl)-methyl]-pyridin-3-yl}-[1,2,4]oxadiazol-5-yl)-propan-2-ol, hydrochloride salt Cl.BrC1=CC=C(C=C1)[C@](C=1C=C(C=NC1)C1=NOC(=N1)C(C)(C)O)(C1(CNC1)C)O